1-hydroxy-3-n-amyl-6,6,9-trimethyl-6H-dibenzo[b,d]pyran OC1=CC(=CC=2OC(C3=C(C21)C=C(C=C3)C)(C)C)CCCCC